CN(/C=C/C=1C=C(OC=2C=C(C#N)C=CC2)C=CC1[N+](=O)[O-])C E-3-(3-(2-(dimethylamino)vinyl)-4-nitrophenoxy)benzonitrile